N-(3-Fluorobenzyl)-6-methylbenzo[d]isothiazol-3-amine FC=1C=C(CNC2=NSC3=C2C=CC(=C3)C)C=CC1